OC1=C2CC[C@@H](CC2=CC=C1)N(C(CCN1C(=C(C(C=C1)=O)OCC1=CC=CC=C1)C)=O)CCC (S)-N-(5-hydroxy-1,2,3,4-tetrahydronaphthalen-2-yl)-3-(3-benzyloxy-2-methyl-4-oxopyridin-1(4H)-yl)-N-propylpropionamide